C1=C(C=CC2=CC=CC=C12)C(C)=NNC(C1=CC=C(C=C1)N1N=NN=C1)=O l-N'-(1-(naphthalen-2-yl)ethylidene)-4-(1H-tetrazol-1-yl)benzohydrazide